COC1=CC=C2C(=CNC2=C1)C(=O)OC methyl 6-methoxy-1H-indole-3-carboxylate